2-amino-2-(5-fluoro-2-methoxyphenyl)acetic acid hydrochloride Cl.NC(C(=O)O)C1=C(C=CC(=C1)F)OC